N-[(1S)-1-(methoxymethyl)-2-[[4-[3-(2-methylpyrimidin-4-yl)phenyl]thiazol-2-yl]amino]-2-oxo-ethyl]-1-methylsulfonyl-pyrrole-3-carboxamide COC[C@@H](C(=O)NC=1SC=C(N1)C1=CC(=CC=C1)C1=NC(=NC=C1)C)NC(=O)C1=CN(C=C1)S(=O)(=O)C